5-(4-Aminophenyl)-N-methyl-2-[4-(trifluoromethoxy)phenyl]-1,2,4-triazol-3-amin NC1=CC=C(C=C1)C=1N=C(N(N1)C1=CC=C(C=C1)OC(F)(F)F)NC